3-(3-bromo-2-(1-hydroxypropan-2-yl)phenyl)tetrahydro-2H-pyran-3-ol BrC=1C(=C(C=CC1)C1(COCCC1)O)C(CO)C